stearyl-N-hydroxyethylimidazoline C(CCCCCCCCCCCCCCCCC)C=1N(CCN1)CCO